3-((4-iodophenyl)amino)propionic acid IC1=CC=C(C=C1)NCCC(=O)O